1-tert-butyl 3-methyl 2-(difluoro (trimethylsilyl) methyl)-2-methylmalonate FC(C(C(=O)OC(C)(C)C)(C(=O)OC)C)([Si](C)(C)C)F